C(C)(C)(C)OC(=O)N1C[C@H](OC(C1)(C)C)C(=O)O (S)-4-(tert-butoxycarbonyl)-6,6-dimethylmorpholine-2-carboxylic acid